4-bromo-N,N-bis[(4-methoxyphenyl)methyl]benzenesulfonamide BrC1=CC=C(C=C1)S(=O)(=O)N(CC1=CC=C(C=C1)OC)CC1=CC=C(C=C1)OC